4-fluoro-1-(2-oxopiperidine-4-carbonyl)-N-{phenyl[4-(propan-2-yl)phenyl]methyl}pyrrolidine-2-carboxamide FC1CC(N(C1)C(=O)C1CC(NCC1)=O)C(=O)NC(C1=CC=C(C=C1)C(C)C)C1=CC=CC=C1